N1C=C(C2=CC=CC=C12)NC(=O)N1CC2=CC=C(C=C2CC1)C1=CC=NC=C1 N-(1H-indol-3-yl)-6-(pyridin-4-yl)-3,4-dihydroisoquinoline-2(1H)-carboxamide